formamidomethyl-copper C(=O)NC[Cu]